CC1=NOC=C1C(=O)N[C@@H](C)C1=CC=C(C=C1)NC(OCC1=CC=C(C=C1)Cl)=O 4-chlorobenzyl (S)-(4-(1-(3-methylisoxazole-4-carboxamido)eth-yl)phenyl)carbamate